ClC=1C(=CC(=C(C1)N(C(=O)C1CC=2C=NC=CC2N1C(=O)OC(C)(C)C)C)F)F tert-butyl 2-((5-chloro-2,4-difluorophenyl)(methyl)carbamoyl)-2,3-dihydro-1H-pyrrolo[3,2-c]pyridine-1-carboxylate